C1(CC1)C=1C=C(C=2N(C1)N=C(N2)CN)N2CCN(CC2)C (6-cyclopropyl-8-(4-methylpiperazin-1-yl)-[1,2,4]triazolo[1,5-a]pyridin-2-yl)methanamine